1-(3-(4-Methoxyphenyl)-1,2,4-oxadiazol-5-yl)-N-((1-(Pyridin-4-ylmethyl)pyrrolidin-3-yl)methyl)piperidin-4-carboxamid COC1=CC=C(C=C1)C1=NOC(=N1)N1CCC(CC1)C(=O)NCC1CN(CC1)CC1=CC=NC=C1